ClC1=C(C2=C(NC(O[C@@]23CN(CC3)C(CNNC(=O)[O-])=O)=O)C=C1)F (R)-2-(2-(6-chloro-5-fluoro-2-oxo-1,2-dihydrospiro[benzo[d][1,3]oxazine-4,3'-pyrrolidin]-1'-yl)-2-oxoethyl)hydrazine-1-carboxylate